COC=1N=C2C(=CC=NC2=CC1OC)OC1=C(C=C(C=C1)NC(=O)C=1C(C(=CN2C1COCC2)C2=CSC=C2)=O)F N-[4-[(6,7-Dimethoxy-1,5-naphthyridin-4-yl)oxy]-3-fluorophenyl]-8-oxo-7-thiophen-3-yl-3,4-dihydro-1H-pyrido[2,1-c][1,4]oxazine-9-carboxamide